COC1=C(C(=CC(=C1)C(C)(CCCCCC)C)OC)[C@@H]1C=C(C[C@H]1C(=C)C)C 1,3-dimethoxy-2-((1R,5R)-3-methyl-5-(prop-1-en-2-yl)cyclopent-2-en-1-yl)-5-(2-methyloctan-2-yl)benzene